CC1(OB(OC1(C)C)C=C1CNC1)C 3-((4,4,5,5-tetramethyl-1,3,2-dioxaborolan-2-yl)methylene)azetidine